ClC1=C(C=CC=C1)N1N=C(C=C1C1=CC=C2C=NN(C2=C1)CC)COC(C(=O)O)(C)C 2-([1-(2-chlorophenyl)-5-(1-ethyl-1H-indazol-6-yl)-1H-pyrazol-3-yl]methoxy)-2-methylpropanoic acid